trifluoro-methanesulfonic acid FC(S(=O)(=O)O)(F)F